COCC(=O)OC1C[C@@H](CCC1C(C)C)C (1R,2S,5R)-3-menthyl methoxyacetat